C(CCC)C1=C(C(=C(C(=N1)O)S(=O)(=O)C1=CC=C(C=C1)C=1C(=CC=CC1)C(=O)N)O)N(CC)C1=CC(=CC=C1)C#N 4'-((6-butyl-5-((3-cyanophenyl)(ethyl)amino)-2,4-dihydroxypyridin-3-yl)sulfonyl)-[1,1'-biphenyl]-2-carboxamide